C(C=C)N(S(=O)(=O)C1C2C(=C(C(C1)O2)C2=CC=C(C=C2)O)C2=CC=C(C=C2)O)C2=CC=C(C=C2)OC N-allyl-5,6-bis(4-hydroxyphenyl)-N-(4-methoxyphenyl)-7-oxabicyclo[2.2.1]hept-5-ene-2-sulfonamide